2-(4,5-Dichloro-3-fluoro-6-oxopyridazin-1(6H)-yl)-N-(4-methyl-3-(N-(2-(pyridin-2-yl)ethyl)sulfamoyl)phenyl)propanamide ClC=1C(=NN(C(C1Cl)=O)C(C(=O)NC1=CC(=C(C=C1)C)S(NCCC1=NC=CC=C1)(=O)=O)C)F